C(C)OC1=CC(=C2C=NC=NC2=C1)C=1N=CC(=NC1)N1CCN(CC1)C(CC1=CC=CC=C1)=O 1-{4-[5-(7-Ethoxyquinazolin-5-yl)pyrazin-2-yl]piperazin-1-yl}-2-phenylethanone